methyl 2-(3-bromo-phenyl)-propionate BrC=1C=C(C=CC1)C(C(=O)OC)C